3,4-dimethyl-6-octenoic acid CC(CC(=O)O)C(CC=CC)C